tert-Butyl 4-[6-(2,4-dioxo-1,3-diazinan-1-yl)-1-methyl-1H-pyrrolo[3,2-b]pyridin-2-yl]piperidine-1-carboxylate O=C1N(CCC(N1)=O)C=1C=C2C(=NC1)C=C(N2C)C2CCN(CC2)C(=O)OC(C)(C)C